NC1=C(C=2C(=NC=C(C2S1)F)C=1C2=C(C=3C=NC(=NC3C1F)N1C[C@H](CC1)N1CCN(CC1)C)COC2)C#N 2-Amino-7-fluoro-4-(5-fluoro-3-((S)-3-(4-methylpiperazin-1-yl)pyrrolidin-1-yl)-7,9-dihydrofuro[3,4-f]quinazolin-6-yl)thieno[3,2-c]pyridine-3-carbonitrile